C(#N)C1=NC=CC(=C1)CC1CN(C1)C(=O)OC(C)(C)C tert-butyl 3-((2-cyanopyridin-4-yl)methyl)azetidine-1-carboxylate